N-[4-(3-Cyanophenyl)-5-(2,6-dimethyl-4-pyridyl)thiazol-2-yl]-3-oxo-2,7-diazaspiro[3.5]nonane-7-carboxamide C(#N)C=1C=C(C=CC1)C=1N=C(SC1C1=CC(=NC(=C1)C)C)NC(=O)N1CCC2(C(NC2)=O)CC1